(S)-N-(1-(4-(1-(1-cyclopropylethyl)-6-oxo-1,6-dihydropyrimidin-5-yl)phenyl)cyclopropyl)-1-i-propyl-1H-pyrazolo[3,4-d]pyrimidine-6-carboxamide C1(CC1)[C@H](C)N1C=NC=C(C1=O)C1=CC=C(C=C1)C1(CC1)NC(=O)C1=NC=C2C(=N1)N(N=C2)C(C)C